C(C)(C)(C)OC(=O)N1C[C@H]([C@@H](C1)C1=CC=CC=C1)C(=O)N1C(OC[C@H]1CC1=CC=CC=C1)=O (3S,4R)-3-[(4R)-benzyl-2-oxo-oxazolidine-3-carbonyl]-4-phenyl-pyrrolidine-1-carboxylic acid tert-butyl ester